n-methyl-1-(2-(trifluoromethyl)-4-(1-((2S,6R)-2,6-dimethylmorpholinyl)-[1,2,4]triazolo[4,3-a]quinoxalin-8-yl)phenyl)piperidin-4-amine CNC1CCN(CC1)C1=C(C=C(C=C1)C1=CC=C2N=CC=3N(C2=C1)C(=NN3)N3C[C@@H](O[C@@H](C3)C)C)C(F)(F)F